(5-chloropyridin-2-yl)-4-phenyl-4,5-dihydropyrazole-1-carboxamide ClC=1C=CC(=NC1)C1=NN(CC1C1=CC=CC=C1)C(=O)N